4-((5-((R)-3-(4-amino-3-(4-phenoxyphenyl)-1H-pyrazolo[3,4-d]pyrimidin-1-yl)piperidin-1-yl)-5-oxopentyl)sulfanyl)-2-(2,6-dioxopiperidin-3-yl)-7-fluoroisoindoline-1,3-dione NC1=C2C(=NC=N1)N(N=C2C2=CC=C(C=C2)OC2=CC=CC=C2)[C@H]2CN(CCC2)C(CCCCSC2=C1C(N(C(C1=C(C=C2)F)=O)C2C(NC(CC2)=O)=O)=O)=O